(S)-9-(5,6,7,8-tetrahydro-1,8-naphthyridin-2-yl)-2-(4-(trifluoromethyl)tetrahydro-2H-pyran-4-carboxamido)nonanoic acid N1=C(C=CC=2CCCNC12)CCCCCCC[C@@H](C(=O)O)NC(=O)C1(CCOCC1)C(F)(F)F